O1C=CC2=C1C=C(C=C2)C(C(CC)NC)=O 1-(benzofuran-6-yl)-2-(methylamino)butan-1-one